3,6-di-tert-butyl-(4-(carbazol-9-yl)phenyl)boronic acid C(C)(C)(C)C=1C=C(C(=CC1N1C2=CC=CC=C2C=2C=CC=CC12)C(C)(C)C)B(O)O